OCC1CCC(CC1)OC(C(=C)C)=O (4-hydroxymethylcyclohexyl)-methacrylate